ClC=1C=CC2=C([C@@H](C[C@@H](O2)C(=O)NC23CC(C2)(C3)NC(=O)C3=CN=C(O3)CC)O)C1 N-(3-{[(2R,4R)-6-chloro-4-hydroxy-3,4-dihydro-2H-1-benzopyran-2-carbonyl]amino}bicyclo[1.1.1]pentan-1-yl)-2-ethyl-1,3-oxazole-5-carboxamide